3-oxo-2,3-dihydro-1H-spiro[isoquinoline-4,3'-pyrrolidine]-5'-carboxamide O=C1NCC2=CC=CC=C2C12CNC(C2)C(=O)N